ClC1=C(C=C(C=C1)N1CCN(CC1)C(=O)C=1C=CC2=C(NC(CO2)=O)C1)C(F)(F)F 6-[4-[4-chloro-3-(trifluoromethyl)phenyl]piperazine-1-carbonyl]-4H-1,4-benzoxazin-3-one